C(C)C(C(=O)C1=CC=C(C=C1)N1CCOCC1)N 2-ethyl-2-amino(4-morpholinophenyl)ethan-1-one